C1(CC1)CCN(C1=C2CN(C(C2=CC(=C1)F)=O)C1C(NC(CC1)=O)=O)C1CCC(CC1)=O 3-{4-[(2-cyclopropylethyl)(4-oxocyclohexyl)amino]-6-fluoro-1-oxo-3H-isoindol-2-yl}piperidine-2,6-dione